1-(1-cyclopropyl-1H-pyrazol-4-yl)-6-[(1R,5S,8r)-8-hydroxy-8-methyl-3-azabicyclo[3.2.1]octan-3-yl]-1H-indazole-5-carbonitrile C1(CC1)N1N=CC(=C1)N1N=CC2=CC(=C(C=C12)N1C[C@H]2CC[C@@H](C1)C2(C)O)C#N